BrC1=C(C=C(C=C1)OC1=CC=C(C=C1)Cl)C(F)(F)F 1-bromo-4-(4-chlorophenoxy)-2-trifluoromethyl-benzene